P(=O)(O)(O)OC[C@H](N)C(=O)O 3-phosphoserine